C1(=CC=CC=C1)C1=NC(=NC(=C1C1=CC=CC=C1)C1=CC=CC=C1)C=1C=C(C=CC1)B(O)O (3-(4,5,6-triphenylpyrimidin-2-yl)phenyl)boronic acid